FC=1C=2C=3N(C(=NC2C=CC1)[C@@](N)(C)C(=O)N)N=C(N3)C3=CC(=CC=C3)OC 2-[10-fluoro-2-(3-methoxyphenyl)[1,2,4]triazolo[1,5-c]quinazolin-5-yl]-D-alaninamide